1,2,3,4-tetrahydroisoquinoline-3-carboxylate sodium [Na+].C1NC(CC2=CC=CC=C12)C(=O)[O-]